1,3-dimethyl-7-(2,3-dihydroxypropyl)-3,7-dihydro-1H-purine-2,6-dione CN1C(N(C=2N=CN(C2C1=O)CC(CO)O)C)=O